5-amino-2-[6-fluoro-2-[(5-fluoro-2-methyl-pyrimidin-4-yl)amino]-3-pyridyl]-6-(5-methyl-1-tetrahydropyran-2-yl-indazol-4-yl)pyrimidine-4-carboxylic acid ethyl ester C(C)OC(=O)C1=NC(=NC(=C1N)C1=C2C=NN(C2=CC=C1C)C1OCCCC1)C=1C(=NC(=CC1)F)NC1=NC(=NC=C1F)C